Chromen-4-one O1C=CC(C2=CC=CC=C12)=O